BrC=1C(=NC=2CCN(CC2C1)C(=O)OC(C)(C)C)OC tert-butyl 3-bromo-2-methoxy-7,8-dihydro-1,6-naphthyridine-6(5H)-carboxylate